BrC=1C=C2C=3CCCC(C3NC2=CC1)N[C@H](C)C1=CC=C(C=C1)C 6-bromo-N-((R)-1-(p-tolyl)ethyl)-2,3,4,9-tetrahydro-1H-carbazol-1-amine